ClC1=CC=C(C=C1)/C=C/C(=O)N1C(OCC1)=O (E)-3-(3-(4-chlorophenyl)acryloyl)oxazolidin-2-one